1-(4-chloro-5-methoxypyridin-2-yl)-2,2,2-trifluoroethan-1-one ClC1=CC(=NC=C1OC)C(C(F)(F)F)=O